1-(Bis(4-fluorophenyl)methyl)-4-(t-butoxycarbonyl)piperazine-2-carboxylic acid FC1=CC=C(C=C1)C(N1C(CN(CC1)C(=O)OC(C)(C)C)C(=O)O)C1=CC=C(C=C1)F